C(=O)(O)C([C@H](N)C(=O)[O-])CC(=O)[O-] cis-3-carboxyglutamate